N,N,N-tributyl-N-decylammonium C(CCC)[N+](CCCCCCCCCC)(CCCC)CCCC